8-(4-hydroxybenzoamido)octanoic acid OC1=CC=C(C(=O)NCCCCCCCC(=O)O)C=C1